hexamethylphosphoryl-triamine CN(P(=O)(N(C)C)N(C)C)C